(2R,3R)-2-Amino-3-hydroxy-4-methyl-pentanoic acid N[C@@H](C(=O)O)[C@@H](C(C)C)O